N-(2-cyanothieno[3,2-c]pyridin-4-yl)-2-fluoro-4-(1-methyltriazol-4-yl)-N-[(3R)-3-piperidyl]benzamide C(#N)C1=CC=2C(=NC=CC2S1)N(C(C1=C(C=C(C=C1)C=1N=NN(C1)C)F)=O)[C@H]1CNCCC1